(5-(((Z)-7-((1R,2R,3R,5S)-3,5-Dihydroxy-2-((R)-3-hydroxy-5-phenylpentyl)cyclopentyl)hept-5-enoyl)oxy)-6-methylpyridine-3,4-diyl)bis(methylene) bis(3-isopropylpent-4-ynoate) C(C)(C)C(CC(=O)OCC=1C=NC(=C(C1COC(CC(C#C)C(C)C)=O)OC(CCC\C=C/C[C@@H]1[C@H]([C@@H](C[C@@H]1O)O)CC[C@H](CCC1=CC=CC=C1)O)=O)C)C#C